5-bromo-2-cyclopropyl-4-(2,4-difluorophenoxy)aniline BrC=1C(=CC(=C(N)C1)C1CC1)OC1=C(C=C(C=C1)F)F